C(C)(=O)N1[C@H](CC(C1)C1=CC(=C(C=C1)OC(F)F)O)C(=O)NCC=1C(=NC=CC1)C(=O)N(C)C1CCC(CC1)(F)F (((2R)-1-acetyl-4-(4-(difluoromethoxy)-3-hydroxyphenyl)pyrrolidine-2-carboxamido)methyl)-N-(4,4-difluorocyclohexyl)-N-methylpyridinamide